O=C1OC(C2=C1C=CC(=C2)C(=O)N)=O 1,3-dioxo-2-benzofuran-5-carboxamide